C1=CC=C(C=C1)S(=O)(=O)C2=CC=NC(=O)N2 benzenesulfonyl-pyrimidone